COC1CCC(CC1)CN[C@@H]1[C@H](CCCCC1)OC=1C=C2CN(C(C2=CC1)=O)C1C(NC(CC1)=O)=O 3-(5-(((1S,2S)-2-((((1R,4S)-4-methoxycyclohexyl)methyl)amino)cycloheptyl)oxy)-1-oxoisoindolin-2-yl)piperidine-2,6-dione